2-[[4-[4-hydroxymethyl-1-piperidinyl]-6-[[(4-(cyclopropylsulfonylamino)phenyl)methyl]amino]-2-pyrimidinyl]amino]-4-methyl-5-thiazolecarboxylic acid, ethyl ester OCC1CCN(CC1)C1=NC(=NC(=C1)NCC1=CC=C(C=C1)NS(=O)(=O)C1CC1)NC=1SC(=C(N1)C)C(=O)OCC